C(C(O)CO)NC(CCCCCCCCCCC)=O lauric glycerylamide